2-((6-methyl-2-(trifluoromethyl)pyridin-3-yl)sulfonyl)-6-((tetrahydro-2H-pyran-4-yl)methyl)-2,6-diazaspiro[3.3]heptane CC1=CC=C(C(=N1)C(F)(F)F)S(=O)(=O)N1CC2(C1)CN(C2)CC2CCOCC2